(E)-2-benzoyl-3-p-tolylbut-2-enenitrile C(C1=CC=CC=C1)(=O)\C(\C#N)=C(/C)\C1=CC=C(C=C1)C